C(C)O\C(=C/OC1=CC=C(C=C1)CN1N=CC(=C1)C(=O)NOCC1=CC=CC=C1)\C(F)(F)F 1-[[4-[[(1Z)-2-ethoxy-3,3,3-trifluoro-1-propen-1-yl]oxy]phenyl]methyl]-N-(phenylmethoxy)-1H-pyrazole-4-carboxamide